2-(chloromethyl)-6-methyl-1H-pyrimidin-4-one ClCC=1NC(=CC(N1)=O)C